N-isobutyl-2,6,8-decatrienamide C/C=C/C=C\CC/C=C/C(=O)NCC(C)C